F[C@H]1[C@H](CNC1)N(C1=CC(=C2CN(C(C2=C1)=O)C1=CC(=CC=C1)[C@@](C(C1=NN=CN1C)(F)F)(C)F)C(F)(F)F)C 6-(((3S,4R)-4-fluoropyrrolidin-3-yl)(methyl)amino)-2-(3-((R)-1,1,2-trifluoro-1-(4-methyl-4H-1,2,4-triazol-3-yl)propan-2-yl)phenyl)-4-(trifluoromethyl)isoindolin-1-one